5-(5-(1-(dimethylglycyl)piperidin-4-yl)-3-isopropyl-1H-indol-2-yl)-1-(2-methoxyethyl)-3-methylpyridin-2(1H)-one CN(CC(=O)N1CCC(CC1)C=1C=C2C(=C(NC2=CC1)C=1C=C(C(N(C1)CCOC)=O)C)C(C)C)C